4-chloro-N-(4-(7-morpholino-5-(3-(m-tolyl)-1H-pyrazol-1-yl)furo[3,2-b]pyridin-2-yl)-4-oxobutyl)butanamide ClCCCC(=O)NCCCC(=O)C1=CC2=NC(=CC(=C2O1)N1CCOCC1)N1N=C(C=C1)C=1C=C(C=CC1)C